4,4-difluoro-2-(2-methylthiazol-4-yl)-N-[4-[3-(2-pyridyl)-1H-pyrrolo[3,2-b]pyridin-2-yl]-2-pyridyl]butanamide FC(CC(C(=O)NC1=NC=CC(=C1)C1=C(C2=NC=CC=C2N1)C1=NC=CC=C1)C=1N=C(SC1)C)F